(2R,3S,4S)-4-hydroxy-2-[(4-methoxyphenyl)methyl]pyrrolidin-3-yl N-[(1s,3s)-3-aminocyclobutyl]carbamate NC1CC(C1)NC(O[C@H]1[C@H](NC[C@@H]1O)CC1=CC=C(C=C1)OC)=O